Cl.N[C@@H](CO)C1=CC=C(C(=O)OC)C=C1 Methyl (R)-4-(1-amino-2-hydroxyethyl)benzoate hydrochloride